N-Ethyl-2-(6-(((1R,2S)-2-((E)-1-phenylbut-1-en-2-yl)cyclopropyl)amino)-2-azaspiro[3.3]heptan-2-yl)acetamide bis(2,2,2-trifluoroacetate) FC(C(=O)O)(F)F.FC(C(=O)O)(F)F.C(C)NC(CN1CC2(C1)CC(C2)N[C@H]2[C@@H](C2)/C(=C/C2=CC=CC=C2)/CC)=O